magnesium pyrophosphate [O-]P([O-])(=O)OP(=O)([O-])[O-].[Mg+2].[Mg+2]